4-benzyl-3-[(E)-3-(4-bromophenyl)prop-2-enoyl]-6-chloro-1H-quinolin-2-one C(C1=CC=CC=C1)C1=C(C(NC2=CC=C(C=C12)Cl)=O)C(\C=C\C1=CC=C(C=C1)Br)=O